C12CN(CC(N1)C2)C=2OC1=C(N2)C=C(C=C1C=1SC=CN1)C(C(F)(F)F)(C)O 2-(2-(3,6-diazabicyclo[3.1.1]heptan-3-yl)-7-(thiazol-2-yl)benzo[d]oxazol-5-yl)-1,1,1-trifluoropropan-2-ol